(1r,3r)-3-fluorocyclobutan-1-amine FC1CC(C1)N